CC(C(=O)OCC(C[Si](OCC)(OCC)OCC)Br)C 2-bromo-3-(triethoxysilyl)propyl 2-methylpropanoate